[P].[Fe].[Li] lithium-iron phosphorus